1-(1-(1-(1H-pyrazol-4-yl)-1H-1,2,3-triazol-4-yl)-2-phenylethyl)-4-(5-chloro-2-(4-(trifluoromethyl)-1H-1,2,3-triazol-1-yl)phenyl)-5-methoxypyridin-2(1H)-one N1N=CC(=C1)N1N=NC(=C1)C(CC1=CC=CC=C1)N1C(C=C(C(=C1)OC)C1=C(C=CC(=C1)Cl)N1N=NC(=C1)C(F)(F)F)=O